(R,Z)-3-((3,5-dimethyl-4-nitro-1H-pyrrol-2-yl)methylene)-N-(2-methyl-1-phenylpropyl)-2-oxoindoline-5-carboxamide CC1=C(NC(=C1[N+](=O)[O-])C)\C=C\1/C(NC2=CC=C(C=C12)C(=O)N[C@H](C(C)C)C1=CC=CC=C1)=O